2-methoxyethyl(trimethyl)-ammonium COCC[N+](C)(C)C